(2S,5S)-4-(2-(dimethylamino)-2-methylpropanoyl)-2,3,4,5-tetrahydro-2,5-methanopyrido[3,4-f][1,4]oxazepine-9-carbonitrile CN(C(C(=O)N1C[C@H]2OC3=C([C@@H]1C2)C=NC=C3C#N)(C)C)C